NC1=NC=C(C=2C1=CN(N2)C2OCCCC2)NC(C(N2C(CC[C@@H](C2)C)C2=C1C=NN(C1=CC=C2)C)=O)=O |r| N-(4-amino-2-tetrahydropyran-2-yl-pyrazolo[4,3-c]pyridin-7-yl)-2-oxo-2-[rac-(5S)-5-methyl-2-(1-methylindazol-4-yl)-1-piperidyl]acetamide